[Si](C1=CC=CC=C1)(C1=CC=CC=C1)(C(C)(C)C)OC[C@H]1CN(CC1)C1=CC=C(C(=C1)NC)N (R)-5-(3-(((tert-butyldiphenylsilyl)oxy)methyl)pyrrolidin-1-yl)-N1-methylbenzene-1,2-diamine